N-methyl-N-[4-(trifluoromethoxy)phenyl]imidazo[1,2-a]pyrazine-6-carboxamide CN(C(=O)C=1N=CC=2N(C1)C=CN2)C2=CC=C(C=C2)OC(F)(F)F